ethyl (2S,3R)-3-hydroxy-2-(((4-nitrophenyl) sulfonyl)oxy)-3-phenylpropanoate O[C@@H]([C@@H](C(=O)OCC)OS(=O)(=O)C1=CC=C(C=C1)[N+](=O)[O-])C1=CC=CC=C1